ClC1=C(C=C2C=C(N=CC2=C1)NC(=O)[C@@H]1[C@@H](C1)C(F)F)C1CCN(CC1)[C@@]1(COC[C@@H]1O)C (1S,2R)-N-(7-chloro-6-(1-((3R,4R)-4-hydroxy-3-methyltetrahydrofuran-3-yl)piperidin-4-yl)isoquinolin-3-yl)-2-(difluoromethyl)cyclopropane-1-carboxamide